O[C@]1(CN(CCC1)C=1C2=C(N=C(N1)S(=O)(=O)C)CC1(OC2)CCCC2=CC=C(C=C21)NC(OC(C)(C)C)=O)C tert-butyl (4'-((R)-3-hydroxy-3-methylpiperidin-1-yl)-2'-(methylsulfonyl)-3,4,5',8'-tetrahydro-2H-spiro[naphthalene-1,7'-pyrano[4,3-d]pyrimidin]-7-yl)carbamate